C(C=C)OC1=C(C=CC=C1)NC(C(=O)O)CCC=O ((2-(allyloxy)phenyl)amino)-5-oxopentanoic acid